N1=CC=C(C=C1)N1CCN(CC1)CN1NC=CC1 ((4-(pyridin-4-yl)piperazin-1-yl)methyl)pyrazoline